C(C)C1=C(C=CC=C1)C1C2=C(NC(=C1C(=O)OC)CF)COC2=O methyl 4-(2-ethylphenyl)-2-(fluoromethyl)-5-oxo-1,4,5,7-tetrahydrofuro[3,4-b]pyridine-3-carboxylate